Fmoc-L-γ-azidohomoalanine C(=O)(OCC1C2=CC=CC=C2C2=CC=CC=C12)N[C@@H](CCN=[N+]=[N-])C(=O)O